1-(4-(6-((4-(6-(5-methylfuran-2-yl)imidazo[1,2-a]pyridin-3-yl)pyrimidin-2-yl)amino)pyridin-3-yl)piperazin-1-yl)ethan-1-one CC1=CC=C(O1)C=1C=CC=2N(C1)C(=CN2)C2=NC(=NC=C2)NC2=CC=C(C=N2)N2CCN(CC2)C(C)=O